S(=O)([O-])[O-].[Ca+2].S(O)(O)=O sulfurous acid calcium sulfite